3-[(6-bromo-2-methyl-3-pyridinyl)sulfonyl]-1,4-dimethyl-indole BrC1=CC=C(C(=N1)C)S(=O)(=O)C1=CN(C2=CC=CC(=C12)C)C